NC1=NNC2=C(C=C(C=C12)C1=CC(=NC=C1)NC(OC)=O)C1=CC=C(C=C1)C(F)F Methyl (4-(3-amino-7-(4-(difluoromethyl)phenyl)-1H-indazol-5-yl)pyridin-2-yl)carbamate